7-(2-methacryloyloxyethoxy)-4-methyl-coumarin ((3-(2-(dimethylamino)ethyl)-1-((2-methoxyethoxy)methyl)-1H-indol-4-yl)oxy)methyl-pivalate CN(CCC1=CN(C2=CC=CC(=C12)OCCC(C(=O)O)(C)C)COCCOC)C.C(C(=C)C)(=O)OCCOC1=CC=C2C(=CC(OC2=C1)=O)C